2-amino-3-methyl-N-((8R)-5,6,7,8-tetrahydro-8-quinolinyl)-N-((5-(trifluoromethyl)-2-pyridinyl)methyl)-6-quinolinecarboxamide NC1=NC2=CC=C(C=C2C=C1C)C(=O)N(CC1=NC=C(C=C1)C(F)(F)F)[C@@H]1CCCC=2C=CC=NC12